4'-methyl-7-(trifluoromethyl)spiro[chromane-2,1'-cyclohexan]-4-one CC1CCC2(CC1)OC1=CC(=CC=C1C(C2)=O)C(F)(F)F